ClC=1C=C(C=C(C1)Cl)C=1CCNCC1 4-(3,5-dichlorophenyl)-1,2,3,6-tetrahydropyridine